BrC=1C=C(C(=NC1)N)O[C@H](C)C1=C(C=CC(=C1)F)CBr (R)-5-bromo-3-(1-(2-(bromomethyl)-5-fluorophenyl)ethoxy)pyridin-2-amine